(S)-2-(4-(2-methyl-4-(1-methylcyclopropane-1-carbonyl)piperazin-1-yl)-5-phenyl-7H-pyrrolo[2,3-d]pyrimidin-7-yl)isonicotinonitrile C[C@@H]1N(CCN(C1)C(=O)C1(CC1)C)C=1C2=C(N=CN1)N(C=C2C2=CC=CC=C2)C=2C=C(C#N)C=CN2